C(=CCCCCCCCCCCCCCCCCCCCC)O 13-trans-docosen-1-ol